[1,4]Dioxin-5-carbaldehyde O1C=COC(=C1)C=O